Cl.N[C@H](C(=O)O)CC1=CC=C(C=C1)C1=CSC2=C1N=CN=C2O[C@@H](C(F)(F)F)C2=C(C=C(C=C2)Cl)N2N=C(C=C2)C (S)-2-amino-3-(4-(4-((R)-1-(4-chloro-2-(3-methyl-1H-pyrazole-1-yl)phenyl)-2,2,2-trifluoroethoxy)thieno[3,2-d]pyrimidine-7-yl)phenyl)propionic acid hydrochloride